(1S,3aS,6aR)-N-(6-bromopyridin-2-yl)octahydrocyclopenta[c]pyrrole-1-carboxamide BrC1=CC=CC(=N1)NC(=O)[C@H]1NC[C@@H]2[C@H]1CCC2